BrC=1C(=C(C=CC1)NC1=NC=NC2=CC(=CC=C12)C(=O)NCCCCCCNC=1C2=CC(=CC=C2N=C2CCCCC12)Cl)F 4-((3-bromo-2-fluorophenyl)amino)-N-(6-((7-chloro-1,2,3,4-tetrahydroacridin-9-yl)amino)hexyl)quinazolin-7-carboxamide